C1(=CC=CC=C1)C(C)C=1C=C(C(NN1)=O)O 6-(1-phenylethyl)-4-hydroxypyridazine-3(2H)-one